5-bromo-2-(trifluoromethyl)benzonitrile BrC=1C=CC(=C(C#N)C1)C(F)(F)F